(R)-2-chloromethyl-1-methylpiperidine ClC[C@@H]1N(CCCC1)C